(2S,11aR)-7-Fluoro-6-(2-fluoro-2-methylpropoxy)-8-methyl-2-((2-oxo-1,2,3,4-tetrahydro-1,6-naphthyridin-7-yl)oxy)-2,3,11,11a-tetrahydro-1H,5H-benzo[f]pyrrolo[2,1-c][1,4]oxazepin-5-one FC=1C(=CC2=C(C(N3[C@@H](CO2)C[C@@H](C3)OC3=NC=C2CCC(NC2=C3)=O)=O)C1OCC(C)(C)F)C